IC=1C=C(C=CC1)C1=CC=C(C=C1)C 3-iodo-4'-methyl-1,1'-biphenyl